NC=1N(C(C=2C=C(C(=NC2C1C(=O)OCC)NC1=NC=C(C=N1)C)C)=O)C1=C2C=NNC2=CC=C1C ethyl 7-amino-3-methyl-6-(5-methyl-1H-indazol-4-yl)-2-((5-methylpyrimidin-2-yl)amino)-5-oxo-5,6-dihydro-1,6-naphthyridine-8-carboxylate